CS(=O)(=O)C1=CC=C(C=C1)C1=CC2=NC=CC(=C2O1)C1=CC(=NC=C1)C(C)(C)O 2-(4-(2-(4-(methylsulfonyl)phenyl)furo[3,2-b]pyridin-7-yl)pyridin-2-yl)propan-2-ol